CN1N=CC=2C=NC=3C=CC(=CC3C21)C(=O)N 1-methylpyrazolo[4,3-c]quinolin-8-carboxamide